4'-((2-((5-fluoro-2-methoxy-4-(7-methyl-2,7-diazaspiro[3.5]nonan-2-yl)phenyl)amino)-5-(trifluoromethyl)pyrimidin-4-yl)oxy)-2'-methylspiro[cyclopropane-1,1'-isoindolin]-3'-one FC=1C(=CC(=C(C1)NC1=NC=C(C(=N1)OC1=C2C(N(C3(C2=CC=C1)CC3)C)=O)C(F)(F)F)OC)N3CC1(C3)CCN(CC1)C